sulfonylaminoethyl-boronic acid S(=O)(=O)=NCCB(O)O